(methylthio)-1-(2-(5-phenyl-1H-imidazol-2-yl)piperidin-1-yl)propan-1-one CSC(C(=O)N1C(CCCC1)C=1NC(=CN1)C1=CC=CC=C1)C